C(N)(=O)C1=C(C=C(C=C1)C=1C(=CC(=C(C1)NC(=O)C1=CNC(C=C1C(F)(F)F)=O)N1C[C@H](N([C@H](C1)C)C)C)F)F N-[5-(4-carbamoyl-3-fluorophenyl)-4-fluoro-2-[(3R,5S)-3,4,5-trimethylpiperazin-1-yl]phenyl]-6-oxo-4-(trifluoromethyl)-1H-pyridine-3-carboxamide